pyridazinedicarboxylic acid N1=NC(=C(C=C1)C(=O)O)C(=O)O